C(CC=C)N([C@H](C(=O)O)CC1=CC=C(C=C1)C)C(=O)OCC1C2=CC=CC=C2C=2C=CC=CC12 (2S)-2-[but-3-enyl-(9H-fluoren-9-ylmethoxycarbonyl)amino]-3-(p-tolyl)propionic acid